2,3-bis[(Z)-octadec-9-enoxy]propyl (2,5-dioxopyrrolidin-1-yl) carbonate C(OCC(COCCCCCCCC\C=C/CCCCCCCC)OCCCCCCCC\C=C/CCCCCCCC)(ON1C(CCC1=O)=O)=O